OC=1C(=CC(=C2C[C@H](OC(C12)=O)C)C)C(=O)NCCN1CCOCC1 (R)-8-hydroxy-3,5-dimethyl-N-(2-morpholinoethyl)-1-oxoisochromane-7-Carboxamide